C(C1=CC=CC=C1)OC[C@@H](C(=O)N[C@H](C(C(C(=O)OCC1=CC=CC=C1)C)=O)CC(=C)C)NC(CCCCC(C)C)=O Benzyl (4S)-4-((S)-3-(benzyloxy)-2-(6-methylheptanamido)propanamido)-2,6-dimethyl-3-oxohept-6-enoate